C(C)(C)(C)C1=CC(=C(C(=C1)C)OC(C1=CC=CC=C1)=O)N(C(C1=CC=CC=C1)=O)C benzoic acid 4-(tert-butyl)-2-(N-methylbenzamido)-6-methylPhenyl ester